ClC=1C=C(C(=O)N2CC=3N(CC2)C(N(C3C(=O)NCC3=CC(=C(C=C3)C)OC)C3=CC=C(C=C3)OC)=O)C=CC1Cl 7-(3,4-dichlorobenzoyl)-N-[(3-methoxy-4-methyl-phenyl)methyl]-2-(4-methoxyphenyl)-3-oxo-6,8-dihydro-5H-imidazo[1,5-a]pyrazine-1-carboxamide